ClC1=C(C=CC=C1)C=1N=C(SC1)NC(C1=CC=C(C=C1)OC)=O N-(4-(2-chlorophenyl)thiazol-2-yl)-4-methoxybenzamide